ClC=1N(C(C=2N(C1)N=CC2)=O)C 6-chloro-5-methyl-4-oxo-4,5-dihydropyrazolo[1,5-a]pyrazin